7-((7-(piperidin-1-yl)heptyl)oxy)quinazolin-4-amine N1(CCCCC1)CCCCCCCOC1=CC=C2C(=NC=NC2=C1)N